(tert-butyl 3-(hydroxymethyl) benzo[4,5]imidazo[1,2-a]pyrazin-1-yl) carbamate C(N)(OC=1C=2N(C(=C(N1)CO)C(C)(C)C)C1=C(N2)C=CC=C1)=O